(S,E)-N7-(1-((4-((2,4-Difluorobenzyl)oxy)-6-fluoro-1H-benzo[d]imidazol-2-yl)methyl)-2-oxo-1,2-dihydropyridin-3-yl)-6-(5-fluoropicolinamido)-N1,N1-dimethylhept-2-endiamid FC1=C(COC2=CC(=CC=3NC(=NC32)CN3C(C(=CC=C3)NC([C@H](CC/C=C/C(=O)N(C)C)NC(C3=NC=C(C=C3)F)=O)=O)=O)F)C=CC(=C1)F